OC(C)(C)C1=CC=C(N=N1)C(C(=O)OC)(C)C methyl 2-(6-(2-hydroxypropan-2-yl)pyridazin-3-yl)-2-methylpropanoate